C1(=CC=CC=C1)CC1(CCC(C)CC1)CC1=CC=CC=C1 perhydrodi(phenylmethyl)toluene